ClC1=C(C(=O)OC)C=CC=C1C1=CC2=C(N(C[C@H](N(S2(=O)=O)C)C2CCCCC2)C2=CC=CC=C2)C=C1Cl methyl (R)-2-chloro-3-(7-chloro-3-cyclohexyl-2-methyl-1,1-dioxido-5-phenyl-2,3,4,5-tetrahydrobenzo[f][1,2,5]thiadiazepin-8-yl)benzoate